1,3-dichloro-5,6,7,8-tetrahydroisoquinoline-4-carbonitrile ClC1=NC(=C(C=2CCCCC12)C#N)Cl